1,1,1,3,3,3-hexadeuterio-2-[4-[[(3,4-dimethylpyrimido[4',5':4,5]thieno[2,3-c]pyridazin-8-yl)amino]methyl]phenyl]propan-2-ol [2H]C(C(C([2H])([2H])[2H])(O)C1=CC=C(C=C1)CNC1=NC=NC2=C1SC=1N=NC(=C(C12)C)C)([2H])[2H]